C(O)([O-])=O.[Na+].C(O)([O-])=O.[Na+] sodium hydrogen carbonate sodium hydrogencarbonate